C1=CC=C2C=CC=3C(=C4C(=C5C=CC1=C2C53)C=CC=C4)CCCCCCCCCCCS 11-(Benzo[a]pyren-6-yl)undecane-1-thiol